OC1=CC(=CC=2CCC3=CC(=CC=C3C12)O)OC 4,7-dihydroxy-2-methoxy-9,10-dihydrophenanthrene